ethyl (S)-3-amino-3-(4-methoxybiphenyl-3-yl)propanoate N[C@@H](CC(=O)OCC)C=1C=C(C=CC1OC)C1=CC=CC=C1